N-(1-(((2R,4S,5R)-5-((bis(4-methoxyphenyl)(phenyl)methoxy)methyl)-4-hydroxytetrahydrofuran-2-yl)methyl)-2-oxo-1,2-dihydropyrimidin-4-yl)acetamide COC1=CC=C(C=C1)C(OC[C@@H]1[C@H](C[C@@H](O1)CN1C(N=C(C=C1)NC(C)=O)=O)O)(C1=CC=CC=C1)C1=CC=C(C=C1)OC